2,4-dichloro-7,8-dihydro-6H-thiopyrano[3,2-d]pyrimidine ClC=1N=C(C2=C(N1)CCCS2)Cl